FC(CC1OC1)(C(C(C(CC1OC1)(F)F)(F)F)(F)F)F 2-[2,2,3,3,4,4,5,5-octafluoro-6-(oxiran-2-yl)hexyl]oxirane